ClC1C(=NC=CC1=O)Cl dichloro-4-oxopyridin